FC(C1=CC=CC(=N1)C(=O)NC=1C=C2C=NNC2=CC1C(=O)OC)(F)F Methyl 5-({[6-(trifluoromethyl) pyridine-2-yl] carbonyl} amino)-1H-indazole-6-carboxylate